CN(C(OC(C)(C)C)=O)[C@@H]1COC2=C1C=CC(=C2)C=2C=NN(C2)C tert-butyl (S)-methyl(6-(1-methyl-1H-pyrazol-4-yl)-2,3-dihydrobenzofuran-3-yl)carbamate